2,3-dimethyl-7-[(2S,4R)-2-[1-(oxetan-3-yl)pyrazol-4-yl]tetrahydropyran-4-yl]-9-[3-(trifluoromethyl)-1-bicyclo[1.1.1]pentanyl]pyrazino[1,2-a]pyrimidin-4-one CC=1N=C2N(C(C1C)=O)C=C(N=C2C21CC(C2)(C1)C(F)(F)F)[C@H]1C[C@H](OCC1)C=1C=NN(C1)C1COC1